methyl 6-chloro-3-nitro-5-(trifluoromethyl)pyridine-2-carboxylate ClC1=C(C=C(C(=N1)C(=O)OC)[N+](=O)[O-])C(F)(F)F